6-((2,3-dihydrofuro[2,3-b]pyridin-5-yl)sulfonyl)-2-((6-methoxypyridin-3-yl)methyl)phthalazin O1CCC=2C1=NC=C(C2)S(=O)(=O)C=2C=C1C=NN(CC1=CC2)CC=2C=NC(=CC2)OC